1-{3-[3-chloro-2-methylaminopyridin-4-yl]-5-hydroxymethyl-1H-pyrazolo[3,4-b]pyrazine-6-yl}-N-(5-fluoro-6-methylpyridin-3-yl)-4-methylpiperidine-4-carboximidamide ClC=1C(=NC=CC1C1=NNC2=NC(=C(N=C21)CO)N2CCC(CC2)(C(NC=2C=NC(=C(C2)F)C)=N)C)NC